4,6-dichlorosalicylaldehyde ClC=1C=C(C(C=O)=C(C1)Cl)O